N-β-maleimidopropyloxysuccinimide C1(C=CC(N1C(CON1C(CCC1=O)=O)C)=O)=O